C(C)(C)(C)C=1C=C(NN1)NC(=O)NC1=CC=C(C=C1)N1C=NC2=C1C=CC(=C2)OCC(C)C 1-(5-tert-butyl-2H-pyrazol-3-yl)-3-[4-(5-isobutoxy-benzoimidazol-1-yl)-phenyl]-urea